4-(((1S,2R)-2-fluorocyclopropyl)amino)-5-methoxy-1-phenyl-7-(trifluoromethyl)quinazolin-2(1H)-one F[C@H]1[C@H](C1)NC1=NC(N(C2=CC(=CC(=C12)OC)C(F)(F)F)C1=CC=CC=C1)=O